tetramethyluronium hexafluorophosphat F[P-](F)(F)(F)(F)F.CN(C(=[N+](C)C)O)C